(S)-1-((2S,3S,11bS)-2-amino-9,10-dimethoxy-1,3,4,6,7,11b-hexahydro-2H-pyrido[2,1-a]isoquinolin-3-yl)-4-(fluoromethyl)pyrrolidin-2-one N[C@H]1C[C@@H]2N(CCC3=CC(=C(C=C23)OC)OC)C[C@@H]1N1C(C[C@@H](C1)CF)=O